8-(tert-butyl) 4-methyl (5S,7S)-7-methyl-3-oxo-1-oxa-8-azaspiro[4.5]decane-4,8-dicarboxylate C[C@H]1C[C@]2(C(C(CO2)=O)C(=O)OC)CCN1C(=O)OC(C)(C)C